2-(3-oxa-8-azabicyclo[3.2.1]octan-8-yl)-4'-(difluoromethyl)-6-morpholino-[4,5'-bipyrimidin]-2'-amine C12COCC(CC1)N2C2=NC(=CC(=N2)C=2C(=NC(=NC2)N)C(F)F)N2CCOCC2